N-Isopropyl-1,3-diaminopropane C(C)(C)NCCCN